C(CCCCCCCCCCC)(=O)OC([C@@H](N)CC(=O)OC(CCCCCCCCCCC)=O)=O.C(#N)CC(=O)N1[C@H](COCC1)COC1=NC=CC2=CC(=C(C=C12)OC(C)C)C(=O)N 1-{[(3R)-4-(cyanoacetyl)morpholin-3-yl]methoxy}-7-(prop-2-yloxy)isoquinoline-6-carboxamide dilauroylaspartate